C1(CC1)CCN1N=NC=C1C(=O)N[C@H](C1=NC2=C(N1)C=C(C=C2)[C@@H](C)NC(CCC(F)(F)F)=O)C2CCC(CC2)(F)F 3-(2-Cyclopropylethyl)-N-[(S)-(4,4-difluorocyclohexyl)-[6-[(1R)-1-(4,4,4-trifluorobutanoylamino)ethyl]-1H-benzimidazol-2-yl]methyl]triazole-4-carboxamide